7-hydroxy-4-trifluoromethylcoumarin OC1=CC=C2C(=CC(OC2=C1)=O)C(F)(F)F